diphenylmethylcyclododec-8-ene C1(=CC=CC=C1)C(C1=CC=CC=C1)C1CCCCCCC=CCCC1